but-3-en-1-yl 2-((2'-allyl-[1,1'-biphenyl]-3-yl)methyl)-3-(ethylsulfonamido)pyrrolidine-1-carboxylate C(C=C)C1=C(C=CC=C1)C1=CC(=CC=C1)CC1N(CCC1NS(=O)(=O)CC)C(=O)OCCC=C